C(C)(C)(C)OC(=O)N1C[C@@H]([C@@H](C1)O)NC=1C=CC(=C(C(=O)O)C1)C 5-(((3S,4R)-1-(tert-butoxycarbonyl)-4-hydroxypyrrolidin-3-yl)amino)-2-methylbenzoic acid